NCC(C1=CN=C(S1)CO)NC(=O)C=1NC(=CC1)C1=NC=C(C=C1)Cl N-(2-Amino-1-(2-(hydroxymethyl)thiazol-5-yl)ethyl)-5-(5-chloropyridin-2-yl)-1H-pyrrole-2-carboxamide